(1R,2S)-2-(3-{[6-(3-hydroxyazetidin-1-yl)-2-(propan-2-yl)pyrimidin-4-yl]amino}-1H-indazol-6-yl)-5'-methoxyspiro[cyclopropane-1,3'-indol]-2'(1'H)-one OC1CN(C1)C1=CC(=NC(=N1)C(C)C)NC1=NNC2=CC(=CC=C12)[C@@H]1C[C@@]12C(NC1=CC=C(C=C21)OC)=O